diisobutyloxy-p-xylene C(C(C)C)OC=1C(=C(C=CC1C)C)OCC(C)C